FC1=NC(=CC=C1C1=NN2C(O[C@@H](CCC2)C)=C1C(=O)N[C@@H]1C(NC2=C(C(=N1)C1=CC=CC=C1)C=CC=C2)=O)NC(C)C |o1:12| (5R*)-2-[2-fluoro-6-(propan-2-ylamino)pyridin-3-yl]-5-methyl-N-[(3S)-2-oxo-5-phenyl-1,3-dihydro-1,4-benzodiazepin-3-yl]-5,6,7,8-tetrahydropyrazolo[5,1-b][1,3]oxazepine-3-carboxamide